(Z)-2-[(7-amino-4-bromo-1-oxo-isoindolin-2-yl)methyl]-3-(1-methylpyrazol-4-yl)prop-2-enenitrile NC=1C=CC(=C2CN(C(C12)=O)C/C(/C#N)=C/C=1C=NN(C1)C)Br